2-naphthoxyethyl acrylate C(C=C)(=O)OCCOC1=CC2=CC=CC=C2C=C1